C(C)C1(CCC=2C1=NC(=CC2)NC2=NC(=NC=C2C#N)NC2=CC(=C(C=C2)C2CCN(CC2)C)F)O 4-[(7-ethyl-7-hydroxy-5,6-dihydrocyclopenta[b]pyridin-2-yl)amino]-2-[3-fluoro-4-(1-methyl-4-piperidyl)anilino]pyrimidine-5-carbonitrile